CC1OC2=C(OC1)C=CC(=C2)O 3-Methyl-2,3-dihydro-1,4-benzodioxin-6-ol